4-[3-(Acetyl-sulfamoylamino)-1-[(4,5-dichloro-1-methyl-indole-2-carbonyl)amino]propyl]benzoic acid C(C)(=O)N(CCC(NC(=O)C=1N(C2=CC=C(C(=C2C1)Cl)Cl)C)C1=CC=C(C(=O)O)C=C1)S(N)(=O)=O